O=C1NC2=NC3=C(N=C2C(N1)=O)C=CC(=C3)NC(C)=O N-(2,4-dioxo-1H-benzo[g]pteridin-8-yl)acetamide